methyl-N-(quinuclidin-3-yl)piperidine CC1N(CCCC1)C1CN2CCC1CC2